CN(C1=CC=C(C=C1)C(=CC1OC(=O)C2=CC=CC=C12)C1=CC=C(C=C1)N(C)C)C 3-{1,1-bis(p-dimethylaminophenyl)ethen-2-yl}phthalide